CNC1=C(C(=O)C2=CC=CC=C2)C(=CC(=C1)NC)NC 2,4,6-trimethylaminobenzophenone